N-((3R,4S)-3-fluoro-1-(2-methoxyethyl)piperidin-4-yl)-4-methoxy-5-(1-(2,2,2-trifluoroethyl)-1H-benzo[d][1,2,3]triazol-6-yl)pyrrolo[2,1-f][1,2,4]triazin-2-amine F[C@@H]1CN(CC[C@@H]1NC1=NN2C(C(=N1)OC)=C(C=C2)C=2C=CC1=C(N(N=N1)CC(F)(F)F)C2)CCOC